Pentylenetetrazole C1CCC2=NN=NN2CC1